BrC1=NC=C(C2=C1C(CC2)=O)Br 1,4-dibromo-5,6-dihydro-7H-cyclopenta[c]pyridin-7-one